(2s,5r)-5-((5-(cyclopropylmethyl)-7H-pyrrolo[2,3-d]pyrimidin-4-yl)amino)-2-methylpiperidine-1-carboxylic acid benzyl ester C(C1=CC=CC=C1)OC(=O)N1[C@H](CC[C@H](C1)NC=1C2=C(N=CN1)NC=C2CC2CC2)C